2,5-bis(benzyloxy)-3-(hydroxymethyl)benzoic acid ethyl ester C(C)OC(C1=C(C(=CC(=C1)OCC1=CC=CC=C1)CO)OCC1=CC=CC=C1)=O